ClC1=C(C=CC=C1)[C@@H](C)OC(=O)NC1=C(N=NN1C)C1CCN(CC1)C1=CC=C(C=C1)OC(=O)C1CC1 (4-{4-[5-({[(1R)-1-(2-chlorophenyl)ethoxy]carbonyl} amino)-1-methyl-1H-1,2,3-triazol-4-yl]piperidin-1-yl}phenyl)cyclopropane-1-carboxylate